[N+](=O)([O-])C1=CC=C(C=C1)OC(=O)N1C(COCC1)(C)C (4-nitrophenyl)3,3-dimethylmorpholine-4-carboxylate